NC1=NC=NN2C1=C(C=C2C=2C=C(C(=C(C(=O)N[C@@H]1CN(C[C@@H]1F)C(C1=C(C=CC=C1)F)=O)C2)OC)OC)C(F)(F)F 5-[4-amino-5-(trifluoromethyl)pyrrolo[2,1-f][1,2,4]triazin-7-yl]-N-[(3R,4S)-4-fluoro-1-(2-fluorobenzoyl)pyrrolidin-3-yl]-2,3-dimethoxybenzamide